4,5-dihydro-[1,2,4]Triazolo[4,3-a]Quinolin-6-amine C1=NN=C2N1C=1C=CC=C(C1CC2)N